F[C@@](C(=O)N1[C@@H]([C@H]2[C@@H](C1)CCC2)C(=O)N[C@H](C[C@H]2C(NCC2)=O)C(CF)=O)(C)C2=CC(=CC=C2)F (1S,3aS,6aR)-2-((S)-2-fluoro-2-(3-fluorophenyl)propanoyl)-N-((R)-4-fluoro-3-oxo-1-((S)-2-oxopyrrolidin-3-yl)butan-2-yl)octahydrocyclopenta[c]pyrrole-1-carboxamide